1,2-diformyl-hydrazine C(=O)NNC=O